(methylthio)pyrimidin CSC1=NC=CC=N1